FC1=C(C=C(OCC(C)(O)C)C=C1)B1OC(C(O1)(C)C)(C)C 1-(4-fluoro-3-(4,4,5,5-tetramethyl-1,3,2-dioxaborolane-2-yl)phenoxy)-2-methylpropan-2-ol